2,2-diphenyl-1,3-propylene glycol dimethyl ether COCC(COC)(C1=CC=CC=C1)C1=CC=CC=C1